di(tetrahydrofuranyl)propane O1C(CCC1)C(C)(C)C1OCCC1